Cl.COC=1C=C2C(=NC=NC2=CC1OC)NCCCS(=O)(=O)N 3-((6,7-dimethoxyquinazolin-4-yl)amino)propylsulfonamide hydrochloride